CC1=C(C=CC(=C1)C)CCNC(=O)C1=CC=NC=C1 N-[2-(2,4-dimethylphenyl)ethyl]Pyridine-4-carboxamide